C(C)(C)(C)C=1NSC=CC1 mono-tert-butylthiazine